CN1CC(C1)(C)[C@@](C=1C=C(C=NC1)N1COC2(C1)CCCC2)(C2=CC=C(C=C2)C(C)C)O 3-{5-[(R)-(1,3-Dimethyl-azetidin-3-yl)-hydroxy-(4-isopropyl-phenyl)-methyl]-pyridin-3-yl}-1-oxa-3-aza-spiro[4.4]nonan